ClC1=C(C=C(C=C1)I)C(F)(F)F 1-chloro-4-iodo-2-(trifluoromethyl)benzene